NC=1N=C(C2=C(N1)C=NN2CC2=C(C=CC(=C2)CN2CCNCC2)OC)N[C@H](CCO)CCC (3S)-3-{[5-amino-1-({2-methoxy-5-[(piperazin-1-yl)-methyl]phenyl}methyl)-1H-pyrazolo[4,3-d]pyrimidin-7-yl]amino}hexan-1-ol